1-((3-((3-cyano-1-azetidinyl)sulfonyl)phenyl)carbonyl)-N-(4-(trifluoromethyl)benzyl)-D-prolinamide C(#N)C1CN(C1)S(=O)(=O)C=1C=C(C=CC1)C(=O)N1[C@H](CCC1)C(=O)NCC1=CC=C(C=C1)C(F)(F)F